ClC=1C=CC(=C(C1)[C@H]1C[C@H](C1)NC(=O)C=1N=NN(C1)[C@@H](C)C=1C=NC(=C(C1C)C)N1C([C@@H]2C[C@@H]2C1)=O)C#N N-((cis)-3-(5-chloro-2-cyanophenyl)cyclobutyl)-1-((S)-1-(4,5-dimethyl-6-((1R,5S)-2-oxo-3-azabicyclo[3.1.0]hexan-3-yl)pyridin-3-yl)ethyl)-1H-1,2,3-triazole-4-carboxamide